1-(2-(4-methylpiperidine-1-yl)benzyl)piperazine methyl-2-[2-[2-bromo-4-fluoro-5-[3-methyl-2,6-dioxo-4-(trifluoromethyl)pyrimidin-1-yl]phenoxy]phenoxy]-2-methoxy-acetate COC(C(OC)OC1=C(C=CC=C1)OC1=C(C=C(C(=C1)N1C(N(C(=CC1=O)C(F)(F)F)C)=O)F)Br)=O.CC1CCN(CC1)C1=C(CN2CCNCC2)C=CC=C1